(S)-2-(2-chloro-6-fluorobenzamido)-3-(4-(6-(dimethylamino)-3-methyl-2-oxo-2,3-dihydro-1H-benzo[d]Imidazol-1-yl)phenyl)propionic acid methyl ester COC([C@H](CC1=CC=C(C=C1)N1C(N(C2=C1C=C(C=C2)N(C)C)C)=O)NC(C2=C(C=CC=C2F)Cl)=O)=O